2-(2-(naphthalen-1-yl)ethoxy)tetrahydrofuran C1(=CC=CC2=CC=CC=C12)CCOC1OCCC1